C(OCC=C)(OC(C)(C)C)=O allyl tertiary butyl carbonate